NC=1C=C2C(=NNC2=CC1)C1=CC(=NC=C1)N1C[C@H](N([C@H](C1)C)CCOCCN1CCN(CC1)C=1C=C2C(N(C(C2=CC1)=O)C1C(NC(CC1)=O)=O)=O)C 5-[4-[2-[2-[(2R,6S)-4-[4-(5-amino-1H-indazol-3-yl)-2-pyridinyl]-2,6-dimethyl-piperazin-1-yl]ethoxy]ethyl]piperazin-1-yl]-2-(2,6-dioxo-3-piperidinyl)isoindoline-1,3-dione